7H-cyclopenta[d]imidazo[1,2-b]pyridazine-7-carboxamide N=1C=CN2N=CC3=C(C21)C=CC3C(=O)N